2-(2-(methoxymethoxy)-4-methyl-6-(trifluoromethyl)phenyl)-4,4,5,5-tetramethyl-1,3,2-dioxaborolane COCOC1=C(C(=CC(=C1)C)C(F)(F)F)B1OC(C(O1)(C)C)(C)C